COC(=O)C=1N=NNC1 1,2,3-triazole-4-carboxylic acid methyl ester